(4-((4-(4-((cyanomethyl)carbamoyl)phenyl)-5-methylpyrimidin-2-yl)amino)-1H-pyrazol-1-yl)piperidine-1-carboxylic acid tert-butyl ester C(C)(C)(C)OC(=O)N1C(CCCC1)N1N=CC(=C1)NC1=NC=C(C(=N1)C1=CC=C(C=C1)C(NCC#N)=O)C